2-(6-(((1r,2r,3s,5s)-2-fluoro-9-azabicyclo[3.3.1]non-3-yl)oxy)pyridazin-3-yl)-5-(1,3,4-thiadiazol-2-yl)phenol F[C@@H]1[C@H]2CCC[C@@H](C[C@@H]1OC1=CC=C(N=N1)C1=C(C=C(C=C1)C=1SC=NN1)O)N2